C(C)SC=1C(=NC=C(C1)C(F)(F)F)C1=NC2=C(N1C)C=CC(=C2)S(F)(F)(F)(F)F 2-(3-ethylsulfanyl-5-trifluoromethyl-pyridin-2-yl)-1-methyl-5-pentafluorosulfanyl-1H-benzimidazole